P(=O)(=O)[N] phospho-nitrogen